O[C@H]1[C@@H](C2=CC=CC=C2C1)NC(=O)C=1C=C2C(C(CC2=CC1)(C)C)N1C(NC(CC1=O)(C)C)=N N-[(1R,2R)-2-hydroxyindan-1-yl]-3-(2-imino-4,4-dimethyl-6-oxo-hexahydropyrimidin-1-yl)-2,2-dimethyl-indane-5-carboxamide